C(CCCCCCC\C=C/CCCCCCCC)CC(C[N+](C)(C)C)CCCCCCCC\C=C/CCCCCCCC 1,2-dioleyl-3-trimethylammoniopropane